4-[[2-(4-tert-Butyl-2-fluoro-5-hydroxy-phenyl)acetyl]amino]-N-[(1R)-1-cyano-2-hydroxy-1-methyl-ethyl]pyridine-2-carboxamide C(C)(C)(C)C1=CC(=C(C=C1O)CC(=O)NC1=CC(=NC=C1)C(=O)N[C@](CO)(C)C#N)F